C=1(C(O)=CC=C(CC=C)C1)OC (1'S,2'S)-eugenol